O=S1(C2=C(OC3(C=N1)CCOCC3)N=CC=C2)=O 1',1'-dioxido-2,3,5,6-tetrahydrospiro[pyran-4,4'-pyrido[2,3-b][1,4,5]oxathiazepin]